CC([C@H](N)C(=O)O)(C1=CN(C2=CC=CC=C12)C)C β,β,1-trimethyl-L-tryptophane